8-isopropoxy-7-(1H-pyrazol-4-yl)-N-[(2R)-1,1,1-trifluoropropan-2-yl]-[1,2,4]triazolo[1,5-c]pyrimidin-2-amine C(C)(C)OC=1C=2N(C=NC1C=1C=NNC1)N=C(N2)N[C@@H](C(F)(F)F)C